C(C)C1NCC(NC1)=O 5-ethylpiperazine-2-one